O1CCC(CC1)NC1=CC2=C(S1(=O)=O)C=CC=C2 ((tetrahydro-2H-pyran-4-yl)amino)benzo[b]thiophene 1,1-dioxide